2-(2-(2-Chloroacetamido)pyridin-4-yl)-4-(cyclopropylmethoxy)-N-methylthiazole-5-carboxamide ClCC(=O)NC1=NC=CC(=C1)C=1SC(=C(N1)OCC1CC1)C(=O)NC